2-({8-[5-(methylamino)pyridin-3-yl]-3-oxo-1H,2H,3H-benzo[e]isoindol-2-yl}methyl)prop-2-enamide CNC=1C=C(C=NC1)C=1C=CC2=C(C=3CN(C(C3C=C2)=O)CC(C(=O)N)=C)C1